bicyclo[2.2.2]octane C12CCC(CC1)CC2